N[C@H](C(=O)NN(CCC(=O)N)C(CCl)=O)CC(C)C 3-[[[(2S)-2-amino-4-methyl-pentanoyl]amino]-(2-chloroacetyl)amino]propanamide